N=1N(N=CC1)C1=CC=C(C=N1)N1C(N(C2=C(C1=O)C(=C(S2)C2=CC=C(C=C2)[N+](=O)[O-])C)CC2=C(C=CC=C2F)F)=O 3-(6-(2H-1,2,3-triazol-2-yl)pyrid-3-yl)-1-(2,6-difluorobenzyl)-5-methyl-6-(4-nitrophenyl)thieno[2,3-d]pyrimidine-2,4(1H,3H)-dione